C(CC)NC=1C2=C(N=CN1)C=NC=C2 N-propylpyrido[3,4-d]Pyrimidin-4-amine